methyl 3-(3-bromo-4-methyl-2-thienyl)-2-[tert-butoxycarbonyl-[(2,4-dimethoxyphenyl)methyl]amino]propanoate BrC1=C(SC=C1C)CC(C(=O)OC)N(CC1=C(C=C(C=C1)OC)OC)C(=O)OC(C)(C)C